ClC1=C(OCC=2N=C(SC2)C)C=CC(=C1)[N+](=O)[O-] 4-[(2-chloro-4-nitro-phenoxy)methyl]-2-methyl-thiazole